6-((2,3-dihydrobenzofuran-5-yl)sulfonyl)-2-((6-methoxypyridin-3-yl)methyl)phthalazin-1(2H)-one O1CCC2=C1C=CC(=C2)S(=O)(=O)C=2C=C1C=NN(C(C1=CC2)=O)CC=2C=NC(=CC2)OC